(2-chlorophenyl)-6-methoxy-1-(3-phenylpropyl)-1H-benzo[d]Imidazole ClC1=C(C=CC=C1)C1=NC2=C(N1CCCC1=CC=CC=C1)C=C(C=C2)OC